OCC(NCCS(=O)(=O)O)(CO)CO N-tris(hydroxymethyl)methyl-2-AminoEthanSulfonic Acid